[2-(aminomethyl)-3,3-difluoro-allyl]-4-[[5-(5,6,7,8-tetrahydro-1,8-naphthyridin-3-yl)-2-thienyl]methyl]-1,2,4-triazol-3-one bistrifluoroacetate FC(C(=O)O)(F)F.FC(C(=O)O)(F)F.NCC(CC=1N(C(NN1)=O)CC=1SC(=CC1)C=1C=NC=2NCCCC2C1)=C(F)F